ClC=1C=NC(=C(C(=O)NC2CCC(CC2)CN2C(N(C3=C2C=CC=C3)C3=CC=2N(C=C3)C=CN2)=O)C1)C 5-chloro-N-((1r,4r)-4-((3-(imidazo[1,2-a]pyridin-7-yl)-2-oxo-2,3-dihydro-1H-benzo[d]imidazol-1-yl)methyl)cyclohexyl)-2-methyl-nicotinamide